ClC1=C(C(=CC=C1Cl)F)C1(CNCC1)NC1=CC=C2C(=NN(C(C2=C1)=O)C)C 7-((3-(2,3-dichloro-6-fluorophenyl)pyrrolidin-3-yl)amino)-2,4-dimethylphthalazin-1(2H)-one